(S)-N-(2-methoxy-5-(2-(2-methoxyacetamido)imidazo[1,2-b]pyridazin-6-yl)pyridin-3-yl)-3-phenylisoxazolidine-2-carboxamide COC1=NC=C(C=C1NC(=O)N1OCC[C@H]1C1=CC=CC=C1)C=1C=CC=2N(N1)C=C(N2)NC(COC)=O